7-(tert-butyl)-5-iodo-7H-pyrrolo[2,3-d]pyrimidin-4-amine C(C)(C)(C)N1C=C(C2=C1N=CN=C2N)I